CC1=C(C=CC(=C1)C)N1C=C(C(C2=CC(=C(C=C12)N1[C@H](CCC1)COC1=NC=CC=C1)F)=O)C(=O)O (R)-1-(2,4-dimethylphenyl)-6-fluoro-4-oxo-7-(2-((pyridin-2-yloxy)methyl)pyrrolidin-1-yl)-1,4-dihydroquinoline-3-carboxylic acid